CCN(CC)C1=CC2=C(C=C1)C3(C4=CC=CC=C4C(=O)O3)C5=C(O2)C=C(C(=C5)NC6=CC=CC(=C6C)C)C 6'-(diethylamino)-2'-[(dimethylphenyl)amino]-3'-methylspiro[isobenzofuran-1(3H),9'-[9H]xanthene]-3-one